N1=C(C=CC=C1)C(C1=CC=CC=C1)C1=NC=CC=C1 di(2-pyridyl)-phenylmethane